COCCOC=1C=C(C=CC1)CNC([O-])=O N-[[3-(2-methoxyethoxy)phenyl]methyl]carbamate